(1R,5S)-8-benzyl-2-(2,2-difluoroacetyl)-3,8-diazabicyclo[3.2.1]octane-3-carboxylic acid tert-butyl ester C(C)(C)(C)OC(=O)N1C([C@H]2CC[C@@H](C1)N2CC2=CC=CC=C2)C(C(F)F)=O